O=C1N(C2=CC=CC=C2C(N1C1=C(C=CC=C1)OC(F)(F)F)=O)CC1=CC=C(C(=O)NO)C=C1 4-((2,4-dioxo-3-(2-(trifluoromethoxy)phenyl)-3,4-dihydroquinazolin-1(2H)-yl)methyl)-N-hydroxybenzoamide